C(CC)S(=O)(=O)N1CC(C1)(N1N=CC(=C1)N1C(=NC=2C1=C1C(=NC2)NC=C1)C=1OC(=CC1)CO)CC#N 2-(1-(Propylsulfonyl)-3-(4-(2-(5-(hydroxymethyl)furan-2-yl)imidazo[4,5-d]pyrrolo[2,3-b]pyridin-1(6H)-yl)-1H-pyrazol-1-yl)azetidin-3-yl)acetonitrile